OC1=CC(=NC=C1C(NC)=O)NC1=NC=CC(=C1)C(=O)O 2-{[4-hydroxy-5-(methylcarbamoyl)pyridin-2-yl]amino}pyridine-4-carboxylic acid